(6R)-6-({2-[4-chloro-2-(trifluoromethoxy)phenyl]-7-(trifluoromethyl)[1,2,4]triazolo[1,5-c]quinazolin-5-yl}amino)-1,4-diazepan-5-one ClC1=CC(=C(C=C1)C1=NN2C(=NC=3C(=CC=CC3C2=N1)C(F)(F)F)N[C@H]1C(NCCNC1)=O)OC(F)(F)F